2'-(2-(methylsulfonyl)pyrimidin-5-yl)-6',8'-dihydrospiro[chroman-4,9'-pyrido[3',2':4,5]imidazo[2,1-c][1,4]oxazine] CS(=O)(=O)C1=NC=C(C=N1)C=1C=CC=2N=C3COCC4(N3C2N1)CCOC1=CC=CC=C14